C(C)OC(CCCC1=NC2=NC=CC=C2C=C1)=O 4-(1,8-naphthyridin-2-yl)butyric acid ethyl ester